racemic-2-(acetoxyl)propionyl chloride O(C(=O)C)[C@@H](C(=O)Cl)C |r|